3-bromo-5-imidazol-1-yl-1-[4-(trifluoromethoxy)phenyl]-1,2,4-triazole BrC1=NN(C(=N1)N1C=NC=C1)C1=CC=C(C=C1)OC(F)(F)F